(R)-(1,4-dimethyl-1H-pyrazol-3-yl)(1-methylcyclopentyl)methylamine L-pyroglutamate N1[C@@H](CCC1=O)C(=O)O.CN1N=C(C(=C1)C)NCC1(CCCC1)C